2-chloro-5,6,8-trifluoroquinazolin-4(3H)-one ClC1=NC2=C(C=C(C(=C2C(N1)=O)F)F)F